O(S(=O)(=O)C(F)(F)F)C1=C(C=C(C=C1C)C1=NOC(=N1)C(NCC1=CC=C(C=C1)OC1CCCCC1)=O)Cl 2-chloro-4-(5-((4-(cyclohexyloxy) benzyl) carbamoyl)-1,2,4-oxadiazol-3-yl)-6-methylphenyl triflate